O=C1NC(CCC1N1C(C2=CC=CC(=C2C1)CN1CCC(CC1)C1=CC(=C(C=C1C)NC1=NC=C(C(=C1)NC1=C(C(=O)NC)C=CC=C1)C(F)(F)F)OC(C)C)=O)=O 2-((2-((4-(1-((2-(2,6-dioxopiperidin-3-yl)-1-oxoisoindolin-4-yl)methyl)piperidin-4-yl)-2-isopropoxy-5-methylphenyl)amino)-5-(trifluoromethyl)pyridin-4-yl)amino)-N-methylbenzamide